4-Methyl-3-{4-[5-(4-methyl-isoxazol-5-yl)-pyridin-3-yl]-pyrimidin-2-ylamino}-N-[3-(1-methyl-pyrrolidin-3-yl)-5-trifluoromethyl-phenyl]-benzamide CC1=C(C=C(C(=O)NC2=CC(=CC(=C2)C(F)(F)F)C2CN(CC2)C)C=C1)NC1=NC=CC(=N1)C=1C=NC=C(C1)C1=C(C=NO1)C